(5-methyl-2,2-dimethyl-1,3-dioxan-5-yl)methanol CC1(COC(OC1)(C)C)CO